N-(amino(2-(2-hydroxypropan-2-yl)thiazol-5-yl)(oxo)-λ6-sulfaneylidene)-2-(3-fluoro-2,6-diisopropylphenyl)acetamide Methyl-(2S)-6-methyl-4-oxopiperidine-2-carboxylate COC(=O)[C@H]1NC(CC(C1)=O)C.NS(=NC(CC1=C(C(=CC=C1C(C)C)F)C(C)C)=O)(=O)C1=CN=C(S1)C(C)(C)O